ClC=1C=C(C(=C2C=CNC12)C)F 7-Chloro-5-fluoro-4-methyl-1H-indole